BrC=1C=NC=C(C1)C1=C(C=C(C(=C1)OCC)OC)F 3-Bromo-5-(5-ethoxy-2-fluoro-4-methoxyphenyl)pyridine